C(C1=CC=CC=C1)(=O)N1C2=C(SC(C1)C)C=CC(=C2)NC(OC(C)(C)C)=O tert-Butyl (4-benzoyl-2-methyl-3,4-dihydro-2H-benzo[b][1,4]thiazin-6-yl)carbamate